2,3,5,6-tetra(trifluoromethyl)terephthalic acid FC(C1=C(C(=O)O)C(=C(C(=C1C(F)(F)F)C(=O)O)C(F)(F)F)C(F)(F)F)(F)F